C(C)OC(=O)C1=C(N=C(S1)NC1=NC(=CC(=N1)N1CCC(CC1)O)N1CCC(CC1)COC)C 2-[4-(4-hydroxypiperidin-1-yl)-6-(4-methoxymethyl-1-piperidinyl)-pyrimidin-2-ylamino]-4-methyl-thiazole-5-carboxylic acid ethyl ester